C(C)(C)(C)OC(=O)N1C(CC(C1)O)C(N[C@@H](CO)C1=CC=C(C=C1)C1=C(N=CS1)C)=O 4-hydroxy-2-({(1R)-2-hydroxy-1-[4-(4-methyl-1,3-thiazol-5-yl)phenyl]ethyl}carbamoyl)pyrrolidine-1-carboxylic acid tert-butyl ester